C(C)(C)N1CCC(CC1)N1C(NC2=C1C=CC(=C2)C=2C=C(C=1N(C2)N=CN1)OC)=O 1-(1-Isopropylpiperidin-4-yl)-5-(8-methoxy-[1,2,4]triazolo[1,5-a]pyridin-6-yl)-1,3-dihydro-2H-benzo[d]imidazol-2-on